O1CCN(CC1)C(=O)N1CCC(=CC1)C#C[Si](C)(C)C morpholino(4-((trimethylsilyl)ethynyl)-3,6-dihydropyridine-1(2H)-yl)methanone